1-(4-aminophenyl)ethanedione NC1=CC=C(C=C1)C(C=O)=O